N-{[(2R)-1,4-dioxan-2-yl]methyl}-4,8-dimethyl-2-[(pyridin-2-yl)methyl]-4,5-dihydro-2H-furo[2,3-g]indazole-7-carboxamide O1[C@@H](COCC1)CNC(=O)C1=C(C2=C(CC(C3=CN(N=C23)CC2=NC=CC=C2)C)O1)C